CC1=CC=C(O1)[C@@H](CC(=O)O)C1(CC1)C(F)(F)F (S)-3-(5-methylfuran-2-yl)-3-(1-(trifluoromethyl)cyclopropyl)propanoic acid